4-(L-Alanyl)piperazine-1-carboxylic acid benzyl ester C(C1=CC=CC=C1)OC(=O)N1CCN(CC1)C([C@@H](N)C)=O